(S)-1-(2-(4-(Chinolin-5-yloxy)piperidin-1-yl)acetyl)pyrrolidin-2-carbonitril N1=CC=CC2=C(C=CC=C12)OC1CCN(CC1)CC(=O)N1[C@@H](CCC1)C#N